2-bromo-1-(5,7-dimethoxy-2,3-dihydrobenzo[b][1,4]dioxin-6-yl)ethan-1-one BrCC(=O)C1=C(C2=C(OCCO2)C=C1OC)OC